C(C)C1=CC(=[NH+]C=C1)C(=O)NC12CC(C1)(C2)C(C(=O)NC2=CC=C(C=C2)F)C 4-ethyl-N-[3-[2-(4-fluoroanilino)-1-methyl-2-oxo-ethyl]-1-bicyclo[1.1.1]pentanyl]pyridin-1-ium-2-carboxamide